C(C)C1(CC=CC(=C1)C)C 6-ethyl-2,6-dimethyl-1,3-cyclohexadiene